2,7-dihydroxyoctadecyl mercaptan OC(CS)CCCCC(CCCCCCCCCCC)O